ClC=1N=C(C(=NC1)O)C Chloro-3-methylpyrazin-2-ol